O=C1NC(CCC1N1C(C2=CC=C(C=C2C1)C=1C=NN(C1)C1CCC2(CN(C2)C(=O)OC(C)(C)C)CC1)=O)=O tert-butyl 7-(4-(2-(2,6-dioxopiperidin-3-yl)-1-oxoisoindolin-5-yl)-1H-pyrazol-1-yl)-2-azaspiro[3.5]nonane-2-carboxylate